2-amino-7-cyclopentyl-5-iodoimidazo[5,1-f][1,2,4]triazin-4(3H)-one NC1=NN2C(C(N1)=O)=C(N=C2C2CCCC2)I